6-((1-((1-(2-(dimethylamino)ethoxy)-2-methylpropan-2-yl)sulfonyl)cyclopropyl)methyl)-1-methyl-7-oxo-4,5,6,7-tetrahydro-1H-pyrazolo[3,4-c]pyridine-3-carboxamide CN(CCOCC(C)(C)S(=O)(=O)C1(CC1)CN1C(C2=C(CC1)C(=NN2C)C(=O)N)=O)C